4-Methoxy-N-(trans-4-methoxycyclohexyl)-5-(pyrazolo[1,5-a]pyridin-5-yl)pyrrolo[2,1-f][1,2,4]triazin-2-amine COC1=NC(=NN2C1=C(C=C2)C2=CC=1N(C=C2)N=CC1)N[C@@H]1CC[C@H](CC1)OC